3-methyl-N-(4-(trifluoro-methyl)quinolin-8-yl)pyridine-2-sulfonamide CC=1C(=NC=CC1)S(=O)(=O)NC=1C=CC=C2C(=CC=NC12)C(F)(F)F